O-methoxy-N-acetylhydroxylamine COONC(C)=O